3,9-bis(1,1-dimethyl-2-(β-(3-tert.butyl-4-hydroxy-5-methylphenyl)propionyloxy)ethyl)-2,4,8,10-tetraoxaspiro(5.5)undecane CC(COC(CCC1=CC(=C(C(=C1)C)O)C(C)(C)C)=O)(C)C1OCC2(CO1)COC(OC2)C(COC(CCC2=CC(=C(C(=C2)C)O)C(C)(C)C)=O)(C)C